6-(3,4-dihydro-2H-1,4-benzoxazin-6-yl)-5-[4-[(3S)-1-(3-fluoropropyl)pyrrolidin-3-yl]oxyphenyl]-8,9-dihydro-7H-benzo[7]annulen-2-ol hydrochloride Cl.O1CCNC2=C1C=CC(=C2)C2=C(C1=C(CCC2)C=C(C=C1)O)C1=CC=C(C=C1)O[C@@H]1CN(CC1)CCCF